bis(4-aminobutyl)-1,2-ethylenediamine NCCCCNCCNCCCCN